N-acryloyl-6-aminocaproic acid C(C=C)(=O)NCCCCCC(=O)O